(4-(3-(1,3-dimethyl-1H-pyrazol-4-yl)-7,8-dihydro-1,6-naphthyridin-6(5H)-yl)-5,6-dimethylpyrimidin-2-yl)methanol CN1N=C(C(=C1)C=1C=NC=2CCN(CC2C1)C1=NC(=NC(=C1C)C)CO)C